C(\C=C\C1=CC(OC)=C(O)C(OC)=C1)CC(C)=O sinapyl-acetone